Cl.Cl.CN1C=NC=C1CCN 3-methylhistamine dihydrochloride